ClC1=C(C=CC=C1)CC(=O)NC1=CC(=C(C=C1)COCC1CCCC1)S(N)(=O)=O 2-(2-chlorophenyl)-N-(4-((cyclopentylmethoxy)methyl)-3-sulfamylphenyl)acetamide